C1=CC=CC=2C3=CC=CC=C3C(C12)COC(=O)N1CC2=CC(=C(C=C2CC1)C1=CC(=C2CCCCN12)C(=O)O)C(=O)N1CC2=CC=CC=C2C[C@H]1C 3-[2-(9H-fluoren-9-ylmethoxycarbonyl)-7-[(3R)-3-methyl-3,4-dihydro-1H-isoquinoline-2-carbonyl]-3,4-dihydro-1H-isoquinolin-6-yl]-5,6,7,8-tetrahydroindolizine-1-carboxylic acid